2-Morpholinothiobenzothiazol O1CCN(CC1)SC=1SC2=C(N1)C=CC=C2